(S)-N-[2-(1,6,7,8-tetrahydro-2H-indeno-[5,4-b]furan-8-yl)ethyl]propanamide C1C2=C(OC1)C=CC=1CC[C@H](C12)CCNC(CC)=O